The molecule is a dicarboxylic acid dianion that is the major structure of isonocardicin A at pH 7.3 (according to Marvin v 6.2.0.). It is a conjugate base of a nocardicin A(1-) and a nocardicin A. C1[C@@H](C(=O)N1[C@H](C2=CC=C(C=C2)O)C(=O)[O-])NC(=O)/C(=N\\[O-])/C3=CC=C(C=C3)OCC[C@H](C(=O)[O-])[NH3+]